phenethyl 5-hydroxy-6-(((3R,4S,5S,6R)-3,4,5-trihydroxy-6-(hydroxymethyl) tetrahydro-2H-pyran-2-yl) oxy)-2-naphthoate OC1=C2C=CC(=CC2=CC=C1OC1O[C@@H]([C@H]([C@@H]([C@H]1O)O)O)CO)C(=O)OCCC1=CC=CC=C1